C(C)(=O)C(C(=O)OC(C)(C)C)C(COC)NC(=O)OC(C)(C)C tert-butyl 2-acetyl-3-(tert-butoxycarbonylamino)-4-methoxy-butanoate